CC(C(=O)NC=1C=CC2=C(C(=CS2)C2=CCN3CCCCC3CC2)C1)(C)C 5-(2,2-dimethylpropanoyl)amino-3-(1-azabicyclo[5.4.0]undec-3-en-4-yl)-benzothiophene